alpha-methyl-benzyl-amine bromine [Br].CC(C1=CC=CC=C1)N